(4E)-4-Hexenyl acetate ((4E)-4-Hexenyl acetate) C(CC\C=C\C)CC(=O)O.C(C)(=O)OCCC\C=C\C